4-(5-(cyclopropylsulfonyl)-2-((4-fluorophenyl)amino)phenyl)-2,6-dimethylpyridine 1-oxide C1(CC1)S(=O)(=O)C=1C=CC(=C(C1)C1=CC(=[N+](C(=C1)C)[O-])C)NC1=CC=C(C=C1)F